4-phenyl-1-p-toluenesulfonyl-5,6-dihydropyridin-2(1H)-one C1(=CC=CC=C1)C1=CC(N(CC1)S(=O)(=O)C1=CC=C(C)C=C1)=O